2,6-dibenzyloxy-3-[4-[4-[2-(4-chloro-3-methyl-phenyl)ethyl]-1-piperidyl]-3-fluoro-phenyl]pyridine C(C1=CC=CC=C1)OC1=NC(=CC=C1C1=CC(=C(C=C1)N1CCC(CC1)CCC1=CC(=C(C=C1)Cl)C)F)OCC1=CC=CC=C1